sodium propanethiolate C(CC)[S-].[Na+]